C(C)(C)(C)OC(NCC1CN(CC1)C1=NC(=NC=C1CN)C1=CC(=C(C=C1)Cl)C(F)(F)F)=O.ClC1=C(C=C(C(=O)N2CCC(CC2)C(=O)N)C=C1[N+](=O)[O-])OC 1-(4-chloro-3-methoxy-5-nitrobenzoyl)piperidine-4-carboxamide tert-butyl-N-[[1-[5-(aminomethyl)-2-[4-chloro-3-(trifluoromethyl)phenyl]pyrimidin-4-yl]pyrrolidin-3-yl]methyl]carbamate